N-((1-(dimethylamino)cyclobutyl)methyl)-8-fluoro-2-(((2R,7aS)-2-fluorotetrahydro-1H-pyrrolizin-7a(5H)-yl)methoxy)-7-(8-methylnaphthalen-1-yl)pyrido[4,3-d]pyrimidin-4-amine CN(C1(CCC1)CNC=1C2=C(N=C(N1)OC[C@]13CCCN3C[C@@H](C1)F)C(=C(N=C2)C2=CC=CC1=CC=CC(=C21)C)F)C